[(2R,3S,4R,5R)-4,5-diacetoxy-6-bromo-3-fluoro-tetrahydropyran-2-yl]methyl acetate C(C)(=O)OC[C@H]1OC([C@@H]([C@H]([C@H]1F)OC(C)=O)OC(C)=O)Br